6-hydroxy-2-thiazol-2-yl-3,4-dihydroisoquinolin-1-one OC=1C=C2CCN(C(C2=CC1)=O)C=1SC=CN1